N1(CCCCC1)C1=NC(=NO1)[C@H]1[C@@H](C1)C1=C(C=CC=C1)S(=O)(=O)N (1R,2R)-2-[5-(piperidin-1-yl)-1,2,4-oxadiazol-3-yl]Cyclopropyl-benzenesulfonamide